C(C)(C)(C)C1=CC=C(NC(CC(=O)C)=O)C=C1 4'-tert-butylacetoacetanilide